2-[(2-fluorophenoxy)methyl]-6,7-dihydro-5-[(1R)-1,2,2-trimethylpropyl]-thiazolo[5,4-c]pyridin FC1=C(OCC2SC3=CN(CCC3=N2)[C@@H](C(C)(C)C)C)C=CC=C1